CN(C)CC=1C=C(C(=O)NC=2SC3=C(C(=NC=C3C3CCOCC3)OC)N2)C=CN1 2-Dimethylaminomethyl-N-[4-methoxy-7-(tetrahydro-pyran-4-yl)-thiazolo[4,5-c]pyridin-2-yl]-isonicotinamide